Cl.ClC1=CC2=C(N=N1)N(C=C2)CC2(CCNCC2)C#N 4-({3-chloro-7H-pyrrolo[2,3-c]pyridazin-7-yl}methyl)piperidine-4-carbonitrile hydrochloride